NC=1C2=C(N=C(N1)C)N(C=C2C2=C(C=C(C=C2)NC(C(C2=CC(=CC=C2)C(F)(F)F)O)=O)Cl)C N-(4-(4-amino-2,7-dimethyl-7H-pyrrolo[2,3-d]pyrimidin-5-yl)-3-chlorophenyl)-2-hydroxy-2-(3-(trifluoromethyl)phenyl)acetamide